ClC1=CC=CC2=C(C3=CC=CC=C3C(=C12)C#CC1=CC=CC=C1)C#CC1=CC=CC=C1 1-Chloro-9,10-bis(phenylethynyl)-Anthracen